C4-amino-1-butanol NCCCCO